Phenylhexanamide C1(=CC=CC=C1)C(C(=O)N)CCCC